(1R)-1-[3-(3-cyclopropylisoxazol-4-yl)-1,2,4-oxadiazol-5-yl]-6-azaspiro[2.5]octane-6-sulfonamide C1(CC1)C1=NOC=C1C1=NOC(=N1)[C@@H]1CC12CCN(CC2)S(=O)(=O)N